(E)-N-(2-methoxyethyl)-N-methyl-3-(2-phenylimidazo[1,2-b]pyridazin-3-yl)acrylamide COCCN(C(\C=C\C1=C(N=C2N1N=CC=C2)C2=CC=CC=C2)=O)C